5-(2-chloro-5-(isobutyrylaminomethyl)benzoylamino)-N-(3,5-dichlorophenyl)-1-(2-methoxyethyl)-1H-indole-2-carboxamide ClC1=C(C(=O)NC=2C=C3C=C(N(C3=CC2)CCOC)C(=O)NC2=CC(=CC(=C2)Cl)Cl)C=C(C=C1)CNC(C(C)C)=O